6-Methyl-N-[4-(1-methyl-piperidin-3-yl)-phenyl]-5-(4-pyridin-3-yl-pyrimidin-2-ylamino)-nicotinamide CC1=NC=C(C(=O)NC2=CC=C(C=C2)C2CN(CCC2)C)C=C1NC1=NC=CC(=N1)C=1C=NC=CC1